C(C=1C(O)=CC=CC1)=NC=1C(=C2C=CC=CC2=CC1)C=1C(=CC=C2C=CC=CC12)N=CC=1C(O)=CC=CC1 N,N'-bis(salicylidene)-1,1'-binaphthyl-2,2'-diamine